BrC=1C(=NC=C(C1NC=1C=2C=NN(C2C=C(C1C)F)C1OCCCC1)Br)C1CC1 N-(3,5-dibromo-2-cyclopropylpyridin-4-yl)-6-fluoro-5-methyl-1-(tetrahydro-2H-pyran-2-yl)-1H-indazol-4-amine